N,N-diisopropylamide C(C)(C)[N-]C(C)C